tert-butyl 3-[4-(7-cyano-1H-indol-3-yl)-2-fluorophenoxy]pyrrolidine-1-carboxylate C(#N)C=1C=CC=C2C(=CNC12)C1=CC(=C(OC2CN(CC2)C(=O)OC(C)(C)C)C=C1)F